S1C=C(C=C1)C1=CC=C(C=N1)SC1=CC2=C(NC(=N2)NC(OC)=O)C=C1 methyl (5-((6-(thiophen-3-yl)pyridin-3-yl)thio)-1H-benzo[d]imidazol-2-yl)carbamate